((6-(4-(4-(8-bromoquinolin-2-yl)-1H-pyrazol-1-yl)piperidin-1-yl)-6-oxohexyl)amino)-2-(2,6-dioxopiperidin-3-yl)isoindoline-1,3-dione BrC=1C=CC=C2C=CC(=NC12)C=1C=NN(C1)C1CCN(CC1)C(CCCCCNC1=C2C(N(C(C2=CC=C1)=O)C1C(NC(CC1)=O)=O)=O)=O